OC=1C=C2CC[C@@H]([C@@H](C2=CC1)C1=CC=C(C=C1)N1CCC(CC1)C=O)C1=CC=CC=C1 1-[4-[(1R,2S)-6-hydroxy-2-phenyl-tetrahydronaphthalen-1-yl]phenyl]piperidin-4-carbaldehyde